C(=O)C1=C(CN(C=2C=C(C(=O)/N=C/3\NC4=C(N3CC(C)(C)O)C=C(C=C4)CN4CCN(CC4)C)C=CN2)C)C=CC=C1O (E)-2-((2-formyl-3-hydroxybenzyl)(methyl)amino)-N-(1-(2-hydroxy-2-methylpropyl)-6-((4-methylpiperazin-1-yl)methyl)-1,3-dihydro-2H-benzo[d]imidazol-2-ylidene)isonicotinamide